C(CCC)S(=O)(=O)NC(C(=O)O)CC1=CC=C(C=C1)OCCCCC1=CC=NC=C1 2-(butylsulfonamido)-3-(4-(4-(pyridine-4-yl)butoxy)phenyl)propionic acid